1-((1-(2-(6-(Difluoromethyl)imidazo[1,2-a]pyrazin-3-yl)pyrimidin-4-yl)piperidin-3-yl)methyl)urea FC(C=1N=CC=2N(C1)C(=CN2)C2=NC=CC(=N2)N2CC(CCC2)CNC(=O)N)F